mercaptopyridyl-carbazole SC1=C(C=2NC3=CC=CC=C3C2C=C1)C1=NC=CC=C1